5-oxopyrrolidine-2-carboxylate O=C1CCC(N1)C(=O)[O-]